1-Isocyanatomethyl-3-isocyanato-1,5,5-trimethylcyclohexan N(=C=O)CC1(CC(CC(C1)(C)C)N=C=O)C